O[C@@H]1CC[C@@]2(C3CC[C@@]4([C@H](CCC4C3C(CC2C1)=O)[C@@H](CCNC(OC)=O)C)C)C methyl ((3R)-3-((3R,10S,13R,17R)-3-hydroxy-10,13-dimethyl-7-oxohexadecahydro-1H-cyclopenta[a]phenanthren-17-yl) butyl)carbamate